N-(1-(3,3-difluorocyclobutyl)-6-oxo-1,6-dihydropyridazin-3-yl)-4-((2-hydroxyethyl)sulfonamido)-2-(6-azaspiro[2.5]octan-6-yl)benzamide FC1(CC(C1)N1N=C(C=CC1=O)NC(C1=C(C=C(C=C1)NS(=O)(=O)CCO)N1CCC2(CC2)CC1)=O)F